C(=O)C1CC=C(CC1)N1C(N=C(C=C1)NC(=O)N1CCN(CC1)C(C(C)(C)NC(OC(C)(C)C)=O)=O)=O tert-butyl (1-(4-((1-(4-formylcyclohex-1-en-1-yl)-2-oxo-1,2-dihydropyrimidin-4-yl)carbamoyl)piperazin-1-yl)-2-methyl-1-oxopropan-2-yl)carbamate